(S)-2-amino-3-(4-(3-methyl-2-oxo-2,3-dihydrobenzo[d]oxazol-5-yl)phenyl)propanenitrile hydrochloride salt Cl.N[C@H](C#N)CC1=CC=C(C=C1)C=1C=CC2=C(N(C(O2)=O)C)C1